tert-butyl (3-(benzo[d][1,3]dioxole-5-carbonyl)bicyclo[1.1.1]pentan-1-yl)carbamate O1COC2=C1C=CC(=C2)C(=O)C21CC(C2)(C1)NC(OC(C)(C)C)=O